C(CCCCCC)[C@@H]1CC[C@H](CC1)C1=CC=C(C(=O)O)C=C1 4-(trans-4-heptylcyclohexyl)-benzoic acid